FC(C1=CC=C(C=C1)/C=C/C(=O)NCC(=O)N1CCC=2C=C(N=CC2C1)CC(=O)O)(F)F 2-[7-[2-[[(E)-3-[4-(trifluoromethyl)phenyl]prop-2-enoyl]amino]acetyl]-6,8-dihydro-5H-2,7-naphthyridin-3-yl]acetic acid